C1(=CC=C(C=C1)P(C=1C(OC(C1P(C1=CC=C(C=C1)C)C1=CC=C(C=C1)C)=O)=O)C1=CC=C(C=C1)C)C 3,4-bis(bis-p-tolylphosphanyl)furan-2,5-dione